ClC=1C=C(COC2=CC=C(CC(C(=O)N)(CC)NCC)C=C2)C=CC1Cl 4-((3,4-dichlorobenzyl)oxy)benzyl-2-(ethylamino)butanamide